trihexyl-phosphine oxide C(CCCCC)P(CCCCCC)(CCCCCC)=O